ClC1=NC=CC(=N1)C1=CN(C2=CC(=CC=C12)C1CC1)C 3-(2-chloropyrimidin-4-yl)-6-cyclopropyl-1-methyl-1H-indole